4'-methoxy-5'-((4-(methylamino)-5-(trifluoromethyl)pyrimidin-2-yl)amino)-1',3'-dihydrospiro[imidazolidine-4,2'-indene]-2,5-dione COC1=C2CC3(CC2=CC=C1NC1=NC=C(C(=N1)NC)C(F)(F)F)NC(NC3=O)=O